Cl.N[C@@H]1C[C@H](CCC1)O (1S,3S)-3-aminocyclohexanol HCl